N1-(4-chloro-2,6-diisopropylphenyl)benzene-1,2-diamine ClC1=CC(=C(C(=C1)C(C)C)NC=1C(=CC=CC1)N)C(C)C